5-(bicyclo[4.2.0]octa-1(6),2,4-trien-7-yl)-2-(2-chlorophenyl)-4,5,6,7-tetrahydro-3H-imidazo[4,5-c]pyridine C1=2C=CC=CC2C(C1)N1CC2=C(CC1)N=C(N2)C2=C(C=CC=C2)Cl